(2S,4r)-2-((S)-6-(4-(trifluoromethyl)phenyl)-2-azaspiro[3.4]octane-2-carbonyl)-7-oxa-5-azaspiro[3.4]octane-6-one FC(C1=CC=C(C=C1)[C@@H]1CC2(CN(C2)C(=O)C2CC3(C2)NC(OC3)=O)CC1)(F)F